2-(oxetan-3-ylcarbamoylamino)-4-[2-phenoxyethyl-[4-(5,6,7,8-tetrahydro-1,8-naphthyridin-2-yl)butyl]amino]butanoic acid O1CC(C1)NC(=O)NC(C(=O)O)CCN(CCCCC1=NC=2NCCCC2C=C1)CCOC1=CC=CC=C1